C(C)NC1=NC(=CC=C1[C@H]1CC2(CC(C2)(F)F)CCN1CC1=C2C=CN(C2=C(C=C1OC)C)C(=O)OC(C)(C)C)C(=O)OC tert-butyl (R)-4-((6-(2-(ethylamino)-6-(methoxycarbonyl)pyridin-3-yl)-2,2-difluoro-7-azaspiro[3.5]nonan-7-yl)methyl)-5-methoxy-7-methyl-1H-indole-1-carboxylate